C1(=CC=CC2=CC=CC=C12)C1=C(C=CC=C1)C1=C(C=2C=CC3=C4C=CC=CC4=CC=C3C2C=C1)C1=C(C=CC=C1)C1=CC=CC2=CC=CC=C12 [(naphthyl)phenyl][(naphthyl)phenyl]Chrysene